[3-[(1S)-1-cyclopropyl-3-methoxy-3-oxo-propyl]phenyl] 3-(2-fluoro-5-methoxy-phenyl)isoxazole-4-carboxylate FC1=C(C=C(C=C1)OC)C1=NOC=C1C(=O)OC1=CC(=CC=C1)[C@@H](CC(=O)OC)C1CC1